C1(CC1)NC(=O)C=1C=C2C=3C(N(C2=CC1)C=1C=NC(=CC1)C(F)(F)F)=NN(C3)C N-cyclopropyl-2-methyl-8-[6-(trifluoromethyl)pyridin-3-yl]-2H,8H-pyrazolo[3,4-b]indole-5-carboxamide